(Sa)-6-(4-Fluoro-1-(4-((tetrahydro-2H-pyran-4-yl)oxy)benzyl)-1H-indol-7-carboxamido)-spiro[3.3]heptan FC1=C2C=CN(C2=C(C=C1)C(=O)NC1CC2(CCC2)C1)CC1=CC=C(C=C1)OC1CCOCC1